C1(CC1)N(CC[C@@H](C(=O)O)NC([C@@H](C)C1=CC=CC=C1)=O)CCCCC1=NC=2NCCCC2C=C1 (S)-4-(cyclopropyl(4-(5,6,7,8-tetrahydro-1,8-naphthyridin-2-yl)butyl)amino)-2-((S)-2-phenylpropanamido)butanoic acid